4-amino-2-(dibenzylcarbamoyl)benzoic acid NC1=CC(=C(C(=O)O)C=C1)C(N(CC1=CC=CC=C1)CC1=CC=CC=C1)=O